BrC1=CC(=C(C(=O)N[C@H](C(=O)OC)CNC(CNC(C2=CC(=CC=C2)NC(=N)NC(=O)OC(C)(C)C)=O)=O)C(=C1)Cl)Cl (S)-methyl 2-(4-bromo-2,6-dichlorobenzamido)-3-(2-(3-(3-(tert-butoxycarbonyl)guanidino)benzamido)acetamido)propanoate